1-{4-[(adamantan-1-yl)sulfamoyl]phenyl}-3-(pyridin-3-ylmethyl)urea C12(CC3CC(CC(C1)C3)C2)NS(=O)(=O)C2=CC=C(C=C2)NC(=O)NCC=2C=NC=CC2